ClC1=CC2=C(C=N1)C(=NN2C2=C(C=C(C=C2)CNS(=O)(=O)CCC2=C(C=C(C=C2)OC)OC)OC)C(=O)O 6-chloro-1-(4-((N-(2,4-dimethoxybenzyl)methylsulfonylamino)methyl)-2-methoxyphenyl)-1H-Pyrazolo[4,3-c]Pyridine-3-carboxylic acid